Octylphenyl-Formaldehyd C(CCCCCCC)C(=O)C1=CC=CC=C1